4-[6-fluoro-2-(oxan-4-yl)-3H-imidazo[4,5-b]pyridin-7-yl]piperidine FC=1C(=C2C(=NC1)NC(=N2)C2CCOCC2)C2CCNCC2